propyl-1,4-dimethyl-8-phenyl-dihydroazulenide C(CC)C1[C-](C2=C(C=CC=C(C2C1)C)C1=CC=CC=C1)C